2-(morpholin-4-ylmethyl)benzene N1(CCOCC1)CC1=CC=CC=C1